[1,3-bis(2-methylphenyl)-2-imidazolidinylidene]Dichloro(phenylmethylene)(tricyclohexylphosphine) ruthenium (II) [Ru+2].CC1=C(C=CC=C1)N1C(N(CC1)C1=C(C=CC=C1)C)=C1C(C(C(CC1)(P(C1CCCCC1)C1CCCCC1)Cl)=CC1=CC=CC=C1)Cl